FC=1C=C(OC2=C[C@@]3(C(CN(C3)C[C@H](O)C=3C=C4CCC(NC4=CC3)=O)=C2)O)C=CC1 6-((R)-2-((3aS,5S,6aR)-5-(3-fluorophenoxy)-3a-hydroxycyclopenta[c]pyrrol-2(1H)-yl)-1-hydroxyethyl)-3,4-dihydroquinolin-2(1H)-one